4-(3,6-diazabicyclo[3.1.1]heptan-3-yl)-2-(2,6-dioxopiperidin-3-yl)-7-fluoroisoindoline-1,3-dione C12CN(CC(N1)C2)C2=C1C(N(C(C1=C(C=C2)F)=O)C2C(NC(CC2)=O)=O)=O